N1=C(N=C(C=C1)N)N 2,4-pyrimidinediamine